C(C=C)(=O)NC1=CC=C(C=C1)C1=C(C=2C(=NC=C(C2N1CC)C#N)N)C1=CC(=C(C(=O)NC2CC2)C=C1)OC 4-(2-(4-acrylamidophenyl)-4-amino-7-cyano-1-ethyl-1H-pyrrolo[3,2-c]pyridin-3-yl)-N-cyclopropyl-2-methoxybenzamide